CC1=CC(=CC=C1C(=O)[O-])I 6-methyl-4-iodobenzoate